5-pentyl-2-(4-fluorophenyl)pyrimidine C(CCCC)C=1C=NC(=NC1)C1=CC=C(C=C1)F